O1C(C[C@H]2NCC[C@H]21)=O (3aR,6aR)-hexahydro-2H-furo[3,2-b]Pyrrol-2-one